N1C(=CC2=CC=CC=C12)C1=C(C(=C(C=C1CCCCC)O)C1CCCC(=C1)C)O 3-(1H-indol-2-yl)-5'-methyl-4-pentyl-1',2',3',4'-tetrahydro-[1,1'-biphenyl]-2,6-diol